β-(7-methoxycoumarin-4-yl)-alanine COC1=CC=C2C(=CC(OC2=C1)=O)C[C@H](N)C(=O)O